COC(=O)C=1C=NC(=CC1)C1=NC=CN=C1[C@@H](C)N |r| (rac)-6-{3-[1-aminoethyl]pyrazin-2-yl}pyridine-3-carboxylic acid methyl ester